C(C(C)(C)C)C=1C(C2=CC(=C(C(=C2C1)C1=CC(=CC(=C1)C)C)OC)C(C)(C)C)[Si](C)(C)C1C(=CC2=C(C(=C(C=C12)C(C)(C)C)OC)C1=CC(=CC(=C1)C)C)CC(C)(C)C Rac-bis[2-neopentyl-4-(3,5-dimethylphenyl)-5-methoxy-6-tert-butyl-1H-inden-1-yl]dimethylsilane